CN(C(=O)Cl)CCCCC N-methyl-N-pentyl-carbamoyl chloride